Sodium phosphonoformate P(=O)(O)(O)C(=O)[O-].[Na+]